3-(1-(2,4-dichlorobenzyl)azetidin-3-yl)-2-oxo-2,3-dihydro-1H-benzo[d]imidazole-5-carboxylic acid ClC1=C(CN2CC(C2)N2C(NC3=C2C=C(C=C3)C(=O)O)=O)C=CC(=C1)Cl